C1(CC1)CN1CC[C@]23CCN(CC[C@]2([C@H]1CC1=CC=C(C=C13)O)O)C(CN1N=C(C=C1)C)=O 1-((5aS,6R,11bR)-14-(cyclopropylmethyl)-5a,10-dihydroxy-1,2,5,5a,6,7-hexahydro-6,11b-(epiminoethano)naphtho[1,2-d]azepin-3(4H)-yl)-2-(3-methyl-1H-pyrazol-1-yl)ethan-1-one